CC=1C=C(C=CC1C)C(NC(=O)C1=CN=C(NC1=O)C(F)(F)F)C1=CC=CC=C1 N-((3,4-dimethylphenyl)(phenyl)methyl)-6-oxo-2-(trifluoromethyl)-1,6-dihydropyrimidine-5-carboxamide